CCCCC/C=C\\C/C=C\\CCCCCCCC(=O)OCC The molecule is a long-chain fatty acid ethyl ester resulting from the formal condensation of the carboxy group of linoleic acid with the hydroxy group of ethanol. It has a role as a plant metabolite and an anti-inflammatory agent. It derives from a linoleic acid.